CC=CC methylprop-1-en